CN1N=C2N=CC(=CC2=C1)B(O)O (2-methyl-2h-pyrazolo[3,4-b]pyridin-5-yl)boronic acid